C(C)OC1=CC=C(C=C1)/C=C/C(=O)C1=CC=C(C=C1)N1CCC(CC1)O (E)-3-(4-Ethoxyphenyl)-1-[4-(4-hydroxypiperidin-1-yl)phenyl]prop-2-en-1-one